(R)-3-(4-acrylamidobenzamido)-N-((S)-2-(dimethylamino)-1-phenylethyl)-6-phenyl-4,6-dihydropyrrolo[3,4-c]pyrazole-5(1H)-carboxamide C(C=C)(=O)NC1=CC=C(C(=O)NC=2C3=C(NN2)[C@H](N(C3)C(=O)N[C@H](CN(C)C)C3=CC=CC=C3)C3=CC=CC=C3)C=C1